2-((7-Bromonaphthalen-2-yl)oxy)-N-mesitylacetamide BrC1=CC=C2C=CC(=CC2=C1)OCC(=O)NC1=C(C=C(C=C1C)C)C